methyl 3-[[1-(fluoromethyl)cyclopropyl]methylamino]-4-nitro-benzoate FCC1(CC1)CNC=1C=C(C(=O)OC)C=CC1[N+](=O)[O-]